N1=CC(=CC=C1)C=1C=C2C=CN(C2=C(C1)C(=O)NCC1=CC=C(C(=O)O)C=C1)CC1=CC(=CC=C1)C(F)(F)F 4-((5-(Pyridin-3-yl)-1-(3-(trifluoromethyl)benzyl)-1H-indol-7-amido)methyl)benzoic acid